normal butanol zirconium [Zr].C(CCC)O